2-[[(E)-5-hydroxy-5-methyl-hex-2-enyl]amino]acetic acid OC(C/C=C/CNCC(=O)O)(C)C